C(C)O[Si](C1=CC=CC=C1)(C1=CC=CC=C1)OCC diethoxydiphenylsilane